C(#N)C1=CN(C2=CC=C(C=C12)OC1=CC=C(C=C1)NC(=O)[C@H]1NCCC1)CC=1C(=NOC1C)C (2S)-N-[4-[[3-Cyano-1-[(3,5-dimethyl-4-isoxazolyl)methyl]-1H-indol-5-yl]oxy]phenyl]-2-pyrrolidine-carboxamide